(E)-N-ethyl-3-fluoro-N,3-diphenyl-acrylamide sodium manganese magnesium copper [Cu].[Mg].[Mn].[Na].C(C)N(C(\C=C(/C1=CC=CC=C1)\F)=O)C1=CC=CC=C1